[Bi](Br)(Br)(Br)=O bismuth Bromide oxide